N,N',N''-tributyl-N,N',N''-tris-(2,2,6,6-tetramethyl-piperidin-4-yl)-[1,3,5]triazine-2,4,6-triamine C(CCC)N(C1=NC(=NC(=N1)N(C1CC(NC(C1)(C)C)(C)C)CCCC)N(C1CC(NC(C1)(C)C)(C)C)CCCC)C1CC(NC(C1)(C)C)(C)C